C12(CC(C1)C2)N(CCNC(OC(C)(C)C)=O)C(C)C2=C(C(=CC=C2)Cl)F tert-butyl N-[2-[1-bicyclo[1.1.1]pentanyl-[1-(3-chloro-2-fluoro-phenyl)ethyl]amino]ethyl]carbamate